CC1=C(OC2=CC=C(C=C2)C(C2=CC=C(C=C2)OC2=C(C=C(C=C2)N)C)C2=CC=C(C=C2)OC2=C(C=C(C=C2)N)C)C=CC(=C1)N tris(4-(2-methyl-4-aminophenoxy)phenyl)methane